2-{3-(6-(9,9-dimethylfluorene-2-yl)dibenzothiophene-4-yl)phenyl}-4,6-diphenyl-1,3,5-triazine CC1(C2=CC=CC=C2C=2C=CC(=CC12)C1=CC=CC=2C3=C(SC21)C(=CC=C3)C=3C=C(C=CC3)C3=NC(=NC(=N3)C3=CC=CC=C3)C3=CC=CC=C3)C